tri(beta-aminoethyl) pyrophosphate O(P(OCCN)(=O)OP(=O)(OCCN)[O-])CCN